C(C)(=O)N[3H] (N-3H)-acetamide